2-ETHYL-4-(2,2,3-TRIMETHYL-3-CYCLOPENTENE-1-YL)-2-BUTEN-1-OL C(C)C(CO)=CCC1C(C(=CC1)C)(C)C